C(C)N1NC(C2=C(C1=O)C=NC=C2)=O 3-ethyl-2H-pyrido[3,4-d]pyridazine-1,4-dione